3-((5-(Aminomethyl)-1-(4-fluorobutyl)-1H-benzo[d]imidazol-2-yl)methyl)-1-cyclopropyl-5-fluoro-1,3-dihydro-2H-benzo[d]imidazol-2-one NCC1=CC2=C(N(C(=N2)CN2C(N(C3=C2C=C(C=C3)F)C3CC3)=O)CCCCF)C=C1